1-(4-(8-bromo-3-methoxy-6,7-dihydro-5H-benzo[7]annulen-9-yl)phenyl)-4-(dimethoxymethyl)piperidine BrC=1CCCC2=C(C1C1=CC=C(C=C1)N1CCC(CC1)C(OC)OC)C=CC(=C2)OC